4-(6-methoxyl-benzimidazol-1-yl)-aniline O(C)C=1C=CC2=C(N(C=N2)C2=CC=C(N)C=C2)C1